(2-chloro-3-(((phenoxycarbonothioyl)amino)methyl)phenyl)boronic acid ClC1=C(C=CC=C1CNC(=S)OC1=CC=CC=C1)B(O)O